CC1=CC=C(C=C1)N1C(CC(C=C1)=O)C1=CC=C(C=C1)[N+](=O)[O-] 1-(4-methylphenyl)-2-(4-nitrophenyl)-2,3-dihydropyridin-4-one